Distannane [SnH3][SnH3]